tert-butyl (2S,6S*)-2-{[(1S)-1-cyano-2-[4-(3-methyl-2-oxo-2,3-dihydro-1,3-benzoxazol-5-yl)phenyl]ethyl]carbamoyl}-6-ethoxy-1,4-oxazocane-4-carboxylate C(#N)[C@H](CC1=CC=C(C=C1)C=1C=CC2=C(N(C(O2)=O)C)C1)NC(=O)[C@H]1OCC[C@@H](CN(C1)C(=O)OC(C)(C)C)OCC |o1:28|